4-(1-(Tetrahydro-2H-pyran-4-yl)-4-(trifluoromethyl)-1H-imidazol-2-yl)benzonitrile O1CCC(CC1)N1C(=NC(=C1)C(F)(F)F)C1=CC=C(C#N)C=C1